CN1C(C(C(C2=C1N=C(N=C2)SC)=O)C2=CC=CC=C2)=O 8-methyl-2-(methylsulfanyl)-6-phenyl-6H-pyrido[2,3-d]pyrimidine-5,7-dione